FC(C(=O)N1[C@@H](C[C@H](CC1)O)C)(F)C=1C=C(C(=O)NC2=CC(=C(C=C2)F)C)C=CC1 3-(1,1-difluoro-2-((2R,4S)-4-hydroxy-2-methylpiperidin-1-yl)-2-oxoethyl)-N-(4-fluoro-3-methylphenyl)benzamide